tert-butyl ((6-(3-amino-6-bromo-5-fluoropyrazin-2-yl)-1-oxo-1,2,3,4-tetrahydroisoquinolin-3-yl)methyl)(methyl)carbamate NC=1C(=NC(=C(N1)F)Br)C=1C=C2CC(NC(C2=CC1)=O)CN(C(OC(C)(C)C)=O)C